hexyl-trimethyl-amine bromide [Br-].C(CCCCC)CN(C)C